C(C)N(C(=O)[C@H]1CN(C)[C@@H]2CC3=CN(C4=CC=CC(C2=C1)=C34)C(CCCCCCC\C=C/C\C=C/CCCCC)=O)CC 1-linoleoyl-lysergic acid diethylamide